N-(5-(5-cyclopropoxy-pyridin-2-yl)-1-methyl-1H-1,2,4-triazol-3-yl)-3-methyl-pyridin-2-amine C1(CC1)OC=1C=CC(=NC1)C1=NC(=NN1C)NC1=NC=CC=C1C